CN(C(=O)C=1NC=C(C1)C1=NC(=NC=C1C(F)(F)F)NC1CNCCC1)C N,N-dimethyl-4-{2-[(piperidin-3-yl)amino]-5-(trifluoromethyl)pyrimidin-4-yl}-1H-pyrrol-2-carboxamide